succinyl-alanyl-prolyl-phenylalanine C(CCC(=O)O)(=O)N[C@@H](C)C(=O)N1[C@@H](CCC1)C(=O)N[C@@H](CC1=CC=CC=C1)C(=O)O